N1=CC=C(C2=CC=CC=C12)N1CCN(CC1)C(=O)C1CN(CC1)C(=O)OC(C)(C)C tert-butyl 3-(4-(quinolin-4-yl)piperazine-1-carbonyl)pyrrolidine-1-carboxylate